BrC1=C(C(=O)OC(C)(C)C)C(=CC(=C1)F)COCC1CN(CC12CN(C2)C(C(C(F)(F)F)(C)C)=O)C(=O)C=2C=NN(C2)CC2=CC=C(C=C2)F tert-butyl 2-bromo-4-fluoro-6-(((6-(1-(4-fluorobenzyl)-1H-pyrazole-4-carbonyl)-2-(3,3,3-trifluoro-2,2-dimethylpropanoyl)-2,6-diazaspiro[3.4]octan-8-yl)methoxy)methyl)benzoate